(1-(6-fluoro-4-oxo-3,4-dihydro-quinazolin-2-yl)-3-methyl-1H-pyrazol-5-yl)-3-methylbenzamide FC=1C=C2C(NC(=NC2=CC1)N1N=C(C=C1C1=C(C(=O)N)C=CC=C1C)C)=O